C(CCCC)[C@@H]1CC[C@H](CC1)C1=CC=C(C=C1)B(O)O 4-(trans-4-pentylcyclohexyl)-phenylboronic acid